OC[C@@H]1CC[C@H](CC1)CNC(OC(C)(C)C)=O tert-butyl ((trans-4-(hydroxymethyl)cyclohexyl)methyl)carbamate